CC1=C(C=C(C=C1)NC(C1=NC=CC(=C1)C(F)(F)F)=O)NC1=NC=CC=C1C1=C2N=CN(C2=NC(=N1)C)C1OCCCC1 N-(4-methyl-3-((3-(2-methyl-9-(tetrahydro-2H-pyran-2-yl)-9H-purin-6-yl)pyridin-2-yl)amino)phenyl)-4-(trifluoromethyl)picolinamide